7-fluoro-5-(1-(8-isopropyl-8-azabicyclo[3.2.1]oct-3-yl)piperidin-4-yl)-1-methyl-2-(4-(methylsulfonyl)phenyl)-1H-benzo[d]imidazole FC1=CC(=CC2=C1N(C(=N2)C2=CC=C(C=C2)S(=O)(=O)C)C)C2CCN(CC2)C2CC1CCC(C2)N1C(C)C